(S)-3-(4-hydroxyisoxazolidine-2-carbonyl)-7-isobutyl-5-methyl-2-(2-(trifluoromethyl)benzyl)-2,7-dihydro-4H-pyrazolo[3,4-d]Pyrimidine O[C@H]1CN(OC1)C(=O)C=1N(N=C2N(CN(CC21)C)CC(C)C)CC2=C(C=CC=C2)C(F)(F)F